tert-butyl (2S,4R)-4-[tert-butyl (dimethyl)silyl]oxy-2-[1-[2-(4-chlorophenyl)ethyl]imidazol-2-yl]pyrrolidine-1-carboxylate [Si](C)(C)(C(C)(C)C)O[C@@H]1C[C@H](N(C1)C(=O)OC(C)(C)C)C=1N(C=CN1)CCC1=CC=C(C=C1)Cl